CC1=CC=C(CC2=CC=C(C=O)C=C2)C=C1 4-(4-methylbenzyl)benzaldehyde